4-{2-[(3R)-3-(2-isopropylphenyl)morpholin-4-yl]-7-azaspiro[3.5]nonan-7-yl}-N-[3-nitro-4-({[(1r,4r)-4-hydroxy-4-methylcyclohexyl]methyl}amino)benzenesulfonyl]benzamide hydrochloride Cl.C(C)(C)C1=C(C=CC=C1)[C@H]1N(CCOC1)C1CC2(C1)CCN(CC2)C2=CC=C(C(=O)NS(=O)(=O)C1=CC(=C(C=C1)NCC1CCC(CC1)(C)O)[N+](=O)[O-])C=C2